(S)-6-(propyl(2-(thiophen-2-yl)ethyl)amino)-5,6,7,8-tetrahydronaphthalen-1-yl(18-amino-18-oxostearoyl)glycinate C(CC)N([C@@H]1CC=2C=CC=C(C2CC1)N(CC(=O)[O-])C(CCCCCCCCCCCCCCCCC(=O)N)=O)CCC=1SC=CC1